C(C)(C)(C)C1N2C(C3=CC(=C(C=C3C1)C1=CN=C(S1)C(C)(C)OC)OC)=CC(C(=C2)C(=O)OCC)=O ethyl 6-tert-butyl-10-methoxy-9-[2-(2-methoxypropan-2-yl) thiazol-5-yl]-2-oxo-6,7-dihydro-2H-pyrido[2,1-a]isoquinoline-3-carboxylate